3-chloro-N,5-dimethyl-1H-indazole ClC1=NN(C2=CC=C(C=C12)C)C